CC=1C=C(C(=O)NC2=CC=C(C=C2)C)C=CC1 3-methyl-N-(p-tolyl)benzamide